C(CC)NC(O[C@@H]1C[C@@H](CC1)C1=CC(=NN1)NC(CC1=CC=NO1)=O)=O (1S,3R)-3-{3-[(1,2-oxazol-5-ylacetyl)amino]-1H-pyrazol-5-yl}cyclopentyl propylcarbamate